methyl 3-bromo-5-fluoropyridine-2-carboxylate BrC=1C(=NC=C(C1)F)C(=O)OC